(S)-(5-methyl-4-oxo-7-(prop-2-yn-1-yloxy)-2,3,4,5-tetrahydrobenzo[b][1,4]oxazepin-3-yl)carbamic acid tert-butyl ester C(C)(C)(C)OC(N[C@@H]1C(N(C2=C(OC1)C=CC(=C2)OCC#C)C)=O)=O